[Au+].C(C)P(CC)CC.[Cl+] chlorine (triethyl-phosphine) gold (I)